C(C)(C)(C)[Si](C)(C)OC1=CC(=C(C(=C1)F)I)Cl tert-butyl-(3-chloro-5-fluoro-4-iodophenoxy)dimethylsilane